ClC1=C(C=CC=C1)CCN1[C@H]([C@H]([C@@H]([C@H](C1)O)O)O)CO (2S,3R,4R,5S)-1-(2-chlorophenylethyl)-2-(hydroxymethyl)piperidine-3,4,5-triol